C(#N)C1=C(C=C(C2=C1CCO2)C2=CC=C(C=C2)OC(F)(F)F)CNC(C=C)=O N-((4-cyano-7-(4-(trifluoromethoxy)phenyl)-2,3-dihydrobenzofuran-5-yl)methyl)acrylamide